1-(Tetrahydro-2H-pyran-4-yl)-1,3-dihydro-2H-benzo[d]imidazol-2-one O1CCC(CC1)N1C(NC2=C1C=CC=C2)=O